C(C)N1C(NC2=C(C1=O)N=CC(=C2)CN2CCN(CC2)C=2C=CC(=NC2C(F)(F)F)C(=O)NC)=O 5-(4-((3-ethyl-2,4-dioxo-1,2,3,4-tetrahydropyrido[3,2-d]pyrimidin-7-yl)methyl)piperazin-1-yl)-N-methyl-6-(trifluoromethyl)picolinamide